FC1=NC(=CC=C1CC1(CN(C1)C(=O)O)O)F.C(#N)CN1N=CC(=C1)C#CC1=NN=C(S1)NC(C1=C(C=NC=C1)C1=C(C=CC(=C1)F)OC)=O N-(5-((1-(cyanomethyl)-1H-pyrazol-4-yl)ethynyl)-1,3,4-thiadiazol-2-yl)-3-(5-fluoro-2-methoxyphenyl)isonicotinamide 3-((2,6-Difluoropyridin-3-yl)methyl)-3-hydroxyazetidine-1-carboxylate